(2-chloro-2'-methylbiphenyl-3,3'-diyl)bis(5-(dimethoxymethyl)picolinamide) ClC1=C(C=CC=C1C=1C(=NC=C(C1)C(OC)OC)C(=O)N)C1=C(C(=CC=C1)C=1C(=NC=C(C1)C(OC)OC)C(=O)N)C